ClC1=CC=C(C=C1)C(=C(CO)C)CC(C)C 3-(4-Chlorophenyl)-2,5-dimethylhex-2-en-1-ol